5-(1-methyl-1H-pyrazol-4-yl)-2-naphthamide CN1N=CC(=C1)C1=C2C=CC(=CC2=CC=C1)C(=O)N